5-(3-fluorophenyl)-N-((S)-4-methyl-1-oxo-1-(((S)-3-oxo-1-((S)-2-oxopyrrolidin-3-yl)-4-(trifluoromethoxy)butan-2-yl)amino)pentan-2-yl)-1H-imidazole-2-carboxamide FC=1C=C(C=CC1)C1=CN=C(N1)C(=O)N[C@H](C(N[C@@H](C[C@H]1C(NCC1)=O)C(COC(F)(F)F)=O)=O)CC(C)C